[Na].C(=C)N1CCCC1 N-vinyl-pyrrolidine Sodium